6-((5-(3,4-difluorophenyl)pyridin-3-yl)oxy)-2-(4-(methylsulfonyl)phenoxy)quinoline-8-carbonitrile FC=1C=C(C=CC1F)C=1C=C(C=NC1)OC=1C=C2C=CC(=NC2=C(C1)C#N)OC1=CC=C(C=C1)S(=O)(=O)C